NCCC[Si](C)(CC)CC 3-aminopropyldiethylmethylsilane